1-(tert-butyl) 7'-methyl 6'-methyl-4'-oxaspiro[azetidine-3,2'-chroman]-1,7'-dicarboxylate CC=1C=C2OCC3(OC2=CC1C(=O)OC)CN(C3)C(=O)OC(C)(C)C